N-Isopentyl-4-(isopropylamino)-2-(pyridin-4-yl)thieno[2,3-b]pyridin-5-carboxamid C(CC(C)C)NC(=O)C=1C(=C2C(=NC1)SC(=C2)C2=CC=NC=C2)NC(C)C